CC1=C(C=NN1)C1=CC2=C(N=C(S2)NC2=NC=CC(=C2)N2CCOCC2)C=C1 6-(5-methyl-1H-pyrazol-4-yl)-N-(4-morpholino-pyridin-2-yl)benzo[d]-thiazol-2-amine